ethyl 1-(3,5-dichlorophenyl)-8-(3-isocyanatophenyl)-7-methoxy-1,4-dihydrochromeno[4,3-c]pyrazole-3-carboxylate ClC=1C=C(C=C(C1)Cl)N1N=C(C2=C1C=1C=C(C(=CC1OC2)OC)C2=CC(=CC=C2)N=C=O)C(=O)OCC